BrC1=CC(=C(OCC(=O)O)C=C1)C1=NOC=C1 2-[4-bromo-2-(1,2-oxazol-3-yl)phenoxy]acetic acid